2-[1-(Trifluoromethyl)cyclopropyl]-1H-benzimidazole-5-carboxylic acid FC(C1(CC1)C1=NC2=C(N1)C=CC(=C2)C(=O)O)(F)F